N4-(3-((tert-butyldiphenylsilyl)oxy)cyclohexyl)-N6,N6-bis(4-methoxybenzyl)pyrimidine-4,5,6-triamine [Si](C1=CC=CC=C1)(C1=CC=CC=C1)(C(C)(C)C)OC1CC(CCC1)NC1=NC=NC(=C1N)N(CC1=CC=C(C=C1)OC)CC1=CC=C(C=C1)OC